(S)-3-chloro-4-(1-(3,5-difluoropyridin-2-yl)ethoxy)-2'-(2-(2-hydroxypropan-2-yl)pyrimidin-4-yl)-5',6-dimethyl-2H-[1,4'-bipyridin]-2-one ClC=1C(N(C(=CC1O[C@@H](C)C1=NC=C(C=C1F)F)C)C1=CC(=NC=C1C)C1=NC(=NC=C1)C(C)(C)O)=O